tert-butyl (R)-2-(4-(4,4,5,5-tetramethyl-1,3,2-dioxaborolan-2-yl)phenyl)pyrrolidine-1-carboxylate CC1(OB(OC1(C)C)C1=CC=C(C=C1)[C@@H]1N(CCC1)C(=O)OC(C)(C)C)C